(Z)-3-[3-[5-amino-1-pyrimidin-2-yl-3-(trifluoromethyl)pyrazol-4-yl]-2-thienyl]-1-cyclopropyl-prop-2-en-1-one NC1=C(C(=NN1C1=NC=CC=N1)C(F)(F)F)C1=C(SC=C1)\C=C/C(=O)C1CC1